C(C)(=O)C1=C(C=C(C=C1)Cl)C(=O)C=1SC(=CC1OC)C1=CC=2C(=NSN2)C=C1 (2-acetyl-5-chlorophenyl)(5-(2,1,3-benzothiadiazol-5-yl)-3-methoxy-2-thienyl)methanone